ethyl (2S,3S)-3-(2-(3-(2-(((R)-1-(2-(1-methyl-1H-pyrazol-4-yl)quinolin-4-yl)ethyl)carbamoyl)phenyl) propanoyl)hydrazine-1-carbonyl)oxirane-2-carboxylate CN1N=CC(=C1)C1=NC2=CC=CC=C2C(=C1)[C@@H](C)NC(=O)C1=C(C=CC=C1)CCC(=O)NNC(=O)[C@@H]1[C@H](O1)C(=O)OCC